NC(CCO)(C)C 3-amino-3,3-dimethylpropanol